BrC=1C=C2C(=C(C=NC2=CC1)[N+](=O)[O-])NC1=CC=C(C(=O)N(C)C)C=C1 4-((6-bromo-3-nitroquinolin-4-yl)amino)-N,N-dimethylbenzamide